N-benzyl-1-(thiophen-2-yl)methylamine C(C1=CC=CC=C1)NCC=1SC=CC1